tert-butyl ((1-(3-bromo-2-methylphenyl)-1H-1,2,3-triazol-4-yl)methyl)carbamate BrC=1C(=C(C=CC1)N1N=NC(=C1)CNC(OC(C)(C)C)=O)C